COC=1C=C(C=CC1NC1=CC(=C2C(=N1)NC=C2C(F)(F)F)NC)C(=O)N2CCC(CC2)N2CCN(CC2)C (3-methoxy-4-((4-(methylamino)-3-(trifluoromethyl)-1H-pyrrolo[2,3-b]pyridin-6-yl)amino)phenyl)(4-(4-methylpiperazin-1-yl)piperidin-1-yl)methanone